(2Z)-3-amino-1-(4-methylphenyl)-3-phenylpropan-2-en-1-one N\C(=C/C(=O)C1=CC=C(C=C1)C)\C1=CC=CC=C1